5-bromo-2-[(2S)-3-[tert-butyl(dimethyl)silyl]oxy-2-hydroxy-propyl]-N,N-dimethyl-pyrrolo[3,2-b]pyridine-1-sulfonamide BrC1=CC=C2C(=N1)C=C(N2S(=O)(=O)N(C)C)C[C@@H](CO[Si](C)(C)C(C)(C)C)O